C(#N)C=1C=CC=C2NC[C@@H](NC12)[C@@H](C1=CC=CC=C1)NCCC1=C(C=C(C=C1)CC(=O)O)C 2-(4-(2-(((R)-((R)-8-cyano-1,2,3,4-tetrahydroquinoxalin-2-yl)(phenyl)methyl)amino)ethyl)-3-methylphenyl)acetic acid